CN(N(CC1OC1)CC1=CC=C(C=C1)O)C 4-((2,2-dimethyl-1-(oxiran-2-ylmethyl)hydrazino)methyl)phenol